2-(3-((S or R)-1-(((R)-((R)-2,3-dihydro-1H-pyrido[2,3-b][1,4]oxazin-3-yl)(phenyl)methyl)amino)propan-2-yl)-5-fluorophenyl)acetic acid N1C2=C(O[C@H](C1)[C@@H](C1=CC=CC=C1)NC[C@@H](C)C=1C=C(C=C(C1)F)CC(=O)O)N=CC=C2 |o1:15|